n-propyl-3-sec-butylimidazolium C(CC)C=1NC=C[N+]1C(C)CC